(3S,4S,5R)-1-(((S)-1-(5-(trifluoromethyl)pyridin-2-yl)pyrrolidin-3-yl)methyl)piperidine-3,4,5-triol FC(C=1C=CC(=NC1)N1C[C@@H](CC1)CN1C[C@@H](C([C@@H](C1)O)O)O)(F)F